ethyl 3-(4-bromophenyl)-4,4,4-trifluorobutanoate BrC1=CC=C(C=C1)C(CC(=O)OCC)C(F)(F)F